methyl 4-(N,N-di-t-butoxycarbonylamino)-1-methyl-7-(trifluoromethoxymethyl)-1H-pyrazolo[4,3-c]quinoline-8-carboxylate C(C)(C)(C)OC(=O)N(C(=O)OC(C)(C)C)C1=NC=2C=C(C(=CC2C2=C1C=NN2C)C(=O)OC)COC(F)(F)F